2-[(5E)-5-[[4-[(E)-3-(2-Fluorophenyl)-3-oxoprop-1-enyl]phenyl]methylidene]-4-oxo-2-sulfanylidene-1,3-thiazolidin-3-yl]acetic acid FC1=C(C=CC=C1)C(/C=C/C1=CC=C(C=C1)\C=C\1/C(N(C(S1)=S)CC(=O)O)=O)=O